CC1(OB(OC1(C)C)C1=CC(=C(CNC(OC(C)(C)C)=O)C=C1)C(F)(F)F)C tert-butyl (4-(4,4,5,5-tetramethyl-1,3,2-dioxaborolan-2-yl)-2-(trifluoromethyl)benzyl)carbamate